2-methyl-4-(6-nitro-6-(4-(morpholinomethyl)phenyl)-5-nitro-2H-indazol-2-yl)butan-2-ol CC(C)(CCN1NC2=CC(C(=CC2=C1)[N+](=O)[O-])(C1=CC=C(C=C1)CN1CCOCC1)[N+](=O)[O-])O